CC1=CC=C(C=C1)S(=O)(=O)O.C(CCC)C(C)N(CC)CC butyltriethylamine p-toluenesulfonate